Cl.Cl.C(C)N(S(=O)(=O)N)CCC1=CC(=CC=C1)NC1=CC=NC=2NC(C=CC12)=O N-ethyl-N-(3-((7-oxo-7,8-dihydro-1,8-naphthyridin-4-yl)amino)phenethyl)sulfamide dihydrochloride